P(=O)(O)(O)O.FC=1C=CC=C2CCO[C@H](C12)CNC (R)-1-(8-fluoroisochroman-1-yl)-N-methyl-methylamine phosphate